NC1=C(C=C(C=C1)N1C[C@H]2CN(C[C@H]2C1)C(=O)[O-])O (3aR,6aS)-2-(4-amino-3-hydroxyphenyl)-1,3,3a,4,6,6a-hexahydropyrrolo[3,4-c]pyrrole-5-carboxylate